8-Methyl-5-(2-methylpiperazin-1-yl)-2,3-dihydro-1,4-benzodioxine CC1=CC=C(C2=C1OCCO2)N2C(CNCC2)C